Diethyl-cyclopentadienyl-nickel C(C)C=1C(C=CC1)([Ni])CC